[(4-trifluoromethyl)phenyl](2,4,6-trimethoxyphenyl)iodonium p-toluenesulfonate CC1=CC=C(C=C1)S(=O)(=O)[O-].COC1=CC(=C(C(=C1)OC)[I+]C2=CC=C(C=C2)C(F)(F)F)OC